4-(6-(5-(2-(6-azaspiro[2.5]octan-6-yl)pyridin-3-yl)-4H-1,2,4-triazol-3-yl)pyridin-2-yl)morpholine C1CC12CCN(CC2)C2=NC=CC=C2C=2NC(=NN2)C2=CC=CC(=N2)N2CCOCC2